C(C)(C)(C)OC(=O)NC1(CCC1)C(=O)O (tert-butoxycarbonylamino)cyclobutanecarboxylic acid